FC(OC=1C(=NC=CC1)C1=C(C=C2C(=CN(C2=C1)CC(C)(C)C)C(C)NS(=O)(=O)C1CC1)F)F N-(1-(6-(3-(difluoromethoxy)pyridin-2-yl)-5-fluoro-1-neopentyl-1H-indol-3-yl)ethyl)cyclopropanesulfonamide